IC1=CC=C(C=C1)N(C1=CC=C(C=O)C=C1)C1=CC=C(C=C1)I 4-[bis-(4-iodophenyl)amino]benzaldehyde